FC1=CC=C2C=3C=CC(=CC3NC2=C1)CC(=O)NCC1=CC=C(C=C1)CO 2-(7-fluoro-9H-carbazol-2-yl)-N-(4-(hydroxymethyl)benzyl)acetamide